C(C=CC)P(OC(C#C)(C)C)(OC)=O (1,1-dimethyl-2-propynyl) (methyl) 2-butenylphosphonate